CN1C(N(C2=C1C=C(C=C2)CN2CCN(CC2)[C@H]2CN(CC2)CC2CCC(CC2)N)C2C(NC(CC2)=O)=O)=O 3-[3-methyl-2-oxo-5-({4-[(3R)-1-{[(1r,4r)-4-aminocyclohexyl]methyl}pyrrolidin-3-yl]piperazin-1-yl}methyl)-1,3-benzodiazol-1-yl]piperidine-2,6-dione